FC=1C=CC(=C(C1)[C@H](C(=O)NC=1SC=CN1)N1C(C2=CC(=CC=C2C1)C#CC1=CC=C(C=C1)CN1CCN(CC1)C)=O)OC |r| (2RS)-2-(5-fluoro-2-methoxyphenyl)-2-[6-[2-[4-[(4-methylpiperazin-1-yl)methyl]phenyl]ethynyl]-1-oxo-isoindolin-2-yl]-N-thiazol-2-yl-acetamide